ClC1=NC=C(C(=C1)C#N)C(F)(F)F 2-chloro-5-(trifluoromethyl)pyridine-4-carbonitrile